C(C)C1=NC(=CC(C1OCC)=O)OCC 2-ethyl-3,6-diethoxypyridine-4-one